7-fluoro-1-methyl-1H-indazole-4-carboxylic acid FC1=CC=C(C=2C=NN(C12)C)C(=O)O